CN1C=NC2=C1C=CC(=C2)COC2=CC=CC(=N2)N2CCN(CC2)CC2=NC1=C(N2C[C@H]2OCC2)C=C(C=C1)C(=O)O (S)-2-((4-(6-((1-methyl-1H-benzo[d]imidazol-5-yl)methoxy)pyridin-2-yl)piperazin-1-yl)methyl)-1-(oxetan-2-ylmethyl)-1H-benzo[d]imidazole-6-carboxylic acid